BrC=1C(=C(COC2=CC(=C(C=O)C=C2[N+](=O)[O-])O)C=CC1)C 4-((3-bromo-2-methylbenzyl)oxy)-2-hydroxy-5-nitrobenzaldehyde